(1aS,5aS)-2-(2,4-Difluoro-phenyl)-1a,2,5,5a-tetrahydro-1H-2,3-diaza-cyclopropa[a]pentalene-4-carboxylic Acid (3-Dimethylamino-1-oxo-tetrahydro-1λ4-thiophen-3-ylmethyl)-amide CN(C1(CS(CC1)=O)CNC(=O)C=1C=2C[C@H]3[C@@H](C2N(N1)C1=C(C=C(C=C1)F)F)C3)C